aminotetrazole, pentahydrate O.O.O.O.O.NC1=NN=NN1